FC(OC=1C=2CCCC2C(=C2CCCC12)NC(=O)N=[S@](=O)(N)C1=CN=C(S1)C(C)(C)O)F (R)-N'-(8-(difluoromethoxy)-1,2,3,5,6,7-hexahydro-s-indacen-4-ylcarbamoyl)-2-(2-hydroxypropan-2-yl)thiazole-5-sulfonimidamide